7-Methoxy-8-(2-methyl-2H-pyrazol-3-yl)-1-thiophen-3-yl-1,4-dihydro-chromeno[4,3-c]pyrazole-3-carboxylic acid COC=1C(=CC2=C(C1)OCC1=C2N(N=C1C(=O)O)C1=CSC=C1)C=1N(N=CC1)C